C(C)(C)(C)OC(NC1=NC(=C(C=C1)C1=CC=C(C=C1)C=1N=C2N(C=C(C=C2)OC)C1)F)=O N-[6-fluoro-5-[4-(6-methoxyimidazo[1,2-a]pyridin-2-yl)phenyl]pyridin-2-yl]carbamic acid tert-butyl ester